CN1N(CCCC1)C(=O)O[C@H]1C[C@H](CC1)C1=CC(=NN1)NC(=O)C1CC2=C(C=C(C(=C2C1)C=O)O)OC (1R,3S)-3-(3-(4-formyl-5-hydroxy-7-methoxy-2,3-dihydro-1H-indene-2-carboxamido)-1H-pyrazol-5-yl)cyclopentyl 2-methyltetrahydropyridazine-1(2H)-carboxylate